3-Chloro-5-bromoaniline ClC=1C=C(N)C=C(C1)Br